N-((4-(2-Hydroxyethoxy)-1-(4-(trifluoromethoxy)phenyl)-1H-pyrazolo[3,4-b]pyridin-3-yl)methyl)acrylamide OCCOC1=C2C(=NC=C1)N(N=C2CNC(C=C)=O)C2=CC=C(C=C2)OC(F)(F)F